C1(CC1)C1=NC(=NO1)C=1C=C2CC[C@H](C2=CC1)NC(=O)C=1C(=NN(C1)C)C (R)-N-(5-(5-cyclopropyl-1,2,4-oxadiazol-3-yl)-2,3-dihydro-1H-inden-1-yl)-1,3-dimethyl-1H-pyrazole-4-carboxamide